FC(C1=CC=C(CNC2CCC2)C=C1)(F)F N-(4-(trifluoromethyl)benzyl)cyclobutanamine